1-(6-Furoyl-9-ethylcarbazol-3-yl)-(3-cyclohexyl)-propane-1,2-dione O1C(=CC=C1)C(=O)C=1C=C2C=3C=C(C=CC3N(C2=CC1)CC)C(C(CC1CCCCC1)=O)=O